6-amino-3-bromo-5-(2-chloro-5-fluorobenzoyl)-1H-indazole-4-carbonitrile NC=1C(=C(C=2C(=NNC2C1)Br)C#N)C(C1=C(C=CC(=C1)F)Cl)=O